6-chloro-N-(ethyl-1,1-d2)-2,7-naphthyridin-1-amine ClC=1C=C2C=CN=C(C2=CN1)NC(C)([2H])[2H]